(R)-6-chloro-3-((1-(2-cyano-3-(4-(dimethylamino)piperidin-1-yl)-7-methylquinoxalin-5-yl)ethyl)amino)picolinic acid ClC1=CC=C(C(=N1)C(=O)O)N[C@H](C)C1=C2N=C(C(=NC2=CC(=C1)C)C#N)N1CCC(CC1)N(C)C